N-[(3S)-1-Methylpiperidin-3-yl]-N-[1-(propan-2-yl)-1H-pyrazol-4-yl]amino-sulfonamide hydrochloride Cl.CN1C[C@H](CCC1)N(S(=O)=O)NC=1C=NN(C1)C(C)C